ClC1=NC=C(C(=N1)Cl)C(=O)Cl 2,4-dichloro-5-pyrimidinecarbonyl chloride